ClC=1C(=C(C(=C(C1)C(Cl)(Cl)Cl)C)C1=NOCC1)SC (3-chloro-6-methyl-2-(methylthio)-5-(trichloromethyl)phenyl)-4,5-dihydroisoxazole